C([O-])[O-].[Tb+3].C([O-])[O-].C([O-])[O-].[Tb+3] terbium carbonite